CN1C=CC(=C1)C1=C(NC2=CC=CC=C12)C methyl-4-(2-methyl-1H-indol-3-yl)-1H-pyrrole